N1=C(N=CC=C1)N1N=C(C=C1O)C(F)(F)F (pyrimidin-2-yl)-3-(trifluoromethyl)-1H-pyrazol-5-ol